1-[3-[[(2R,3S,4R,5R)-5-(4-aminopyrrolo[2,3-d]pyrimidin-7-yl)-3,4-dihydroxyoxolan-2-yl]methyl-propan-2-ylamino]propyl]-3-(4-tert-butylphenyl)urea NC=1C2=C(N=CN1)N(C=C2)[C@H]2[C@@H]([C@@H]([C@H](O2)CN(CCCNC(=O)NC2=CC=C(C=C2)C(C)(C)C)C(C)C)O)O